C(N)(=O)C=1C(=C(C2=CC=CC=C2C1)Cl)NC(=O)C=1N(N=C(C1)OC)C1=NC=CC=C1Cl N-(3-carbamoyl-1-chloro-2-naphthyl)-2-(3-chloro-2-pyridinyl)-5-methoxy-pyrazole-3-carboxamide